((S)-6,8-dichloro-1-methyl-3,4-dihydroisoquinolin-2(1H)-yl)((2R,5S)-5-methylmorpholin-2-yl)methanone hydrochloride salt Cl.ClC=1C=C2CCN([C@H](C2=C(C1)Cl)C)C(=O)[C@H]1CN[C@H](CO1)C